2-((3-bromo-1-methyl-1H-pyrazol-4-yl)methyl)-6-methoxyimidazo[1,2-b]Pyridazine BrC1=NN(C=C1CC=1N=C2N(N=C(C=C2)OC)C1)C